BrC=1C=C(C=CC1)[C@]1(C(N(CCC1)C)=O)O |r| (RS)-3-(3-bromophenyl)-3-hydroxy-1-methylpiperidin-2-one